(S)-benzyl 4-(2-hydroxy-3-(1H-1,2,3-triazol-1-yl)propoxy)benzoate O[C@H](COC1=CC=C(C(=O)OCC2=CC=CC=C2)C=C1)CN1N=NC=C1